C1(=CC=C(C=C1)NC1=CC=2C(C3=CC=CC=C3C2C=C1)(C)C)C1=CC=CC=C1 N-[1,1'-biphenyl-4-yl]-9,9-dimethyl-9H-fluorene-2-Amine